7-[5-oxo-7-(p-toluenesulfonyloxy)thiazolo[3,2-a]pyrimidin-2-yl]-4,7-diazaspiro[2.5]octane-4-carboxylic acid tert-butyl ester C(C)(C)(C)OC(=O)N1C2(CC2)CN(CC1)C1=CN2C(=NC(=CC2=O)OS(=O)(=O)C2=CC=C(C)C=C2)S1